2-tert-butyl-1'-(7-ethoxy-1,3-dimethyl-1H-indazole-5-carbonyl)(5,5-dideuterio)-5H-spiro[[1,3]benzothiazole-6,4'-piperidin]-4(7H)-one C(C)(C)(C)C=1SC2=C(N1)C(C(C1(CCN(CC1)C(=O)C=1C=C3C(=NN(C3=C(C1)OCC)C)C)C2)([2H])[2H])=O